C(C)N1CCN(CC1)C=1C(=CC(=C(C(=O)OC)C1)[N+](=O)[O-])OC methyl 5-(4-ethylpiperazin-1-yl)-4-methoxy-2-nitrobenzoate